indazoline C1C[In]N=C1